2-(2,8-Dimethylimidazo[1,2-b]pyridazin-6-yl)-7-((3S,5S)-3,5-dimethylpiperazin-1-yl)-4H-pyrido[1,2-a]pyrimidin-4-on CC=1N=C2N(N=C(C=C2C)C=2N=C3N(C(C2)=O)C=C(C=C3)N3C[C@@H](N[C@H](C3)C)C)C1